2-((3,3-Dibutyl-7-chloro-1,1-dioxido-5-phenyl-2,3,4,5-tetrahydro-1,5-benzothiazepin-8-yl)oxy)acetic acid methyl ester COC(COC1=CC2=C(N(CC(CS2(=O)=O)(CCCC)CCCC)C2=CC=CC=C2)C=C1Cl)=O